ethylmethylamide niobium(V) [Nb+5].C(C)[N-]C.C(C)[N-]C.C(C)[N-]C.C(C)[N-]C.C(C)[N-]C